1-(2-ethylphenyl)-1H-pyrrole-2,5-dione C(C)C1=C(C=CC=C1)N1C(C=CC1=O)=O